C(CCCCCCCCCCCCC)N N-myristylamine